[I-].C[N+](C)(C)C12CC3CC(CC(C1)C3)C2 N,N,N-trimethyl-adamantylammonium iodide